C1(CCC1)[C@@H](C=1C=C(N)C=CC1)C1=NN=CN1C (S)-3-(cyclobutyl-(4-methyl-4H-1,2,4-triazol-3-yl)methyl)aniline